ClC1=CC=C(C=N1)N1N=C2C(=C1)CNC2=O 2-(6-Chloropyridin-3-yl)-4,5-dihydropyrrolo[3,4-c]pyrazol-6(2H)-one